BrC1=C(C=C2C(=C(N(C2=C1)C1CCC1)N1CCC(CC1)NC(OC(C)(C)C)=O)I)F tert-butyl (1-(6-bromo-1-cyclobutyl-5-fluoro-3-iodo-1H-indol-2-yl)piperidin-4-yl)carbamate